Cl.NS(=O)(=O)N azan-sulfonamide hydrochloride